ClC=1C=CC(=C(C1)C1=CC(=CN1C)C(=O)N(C=1C=C2C=CNC2=CC1)C1=CC=C(C=C1)O)C(=O)N1CC2=CC=CC=C2C[C@H]1CN1CCN(CC1)C 5-(5-Chloro-2-{[(3S)-3-[(4-methylpiperazin-1-yl)methyl]-3,4-dihydroisoquinolin-2(1H)-yl]carbonyl}phenyl)-N-(4-hydroxyphenyl)-N-(1H-indol-5-yl)-1-methyl-1H-pyrrole-3-carboxamide